FC(C1=C(C=NN1)C1=CC=C2C(N(C=NC2=C1)[C@H](C)C=1C=C(C(=O)NCC2CCN(CC2)C)C=CC1)=O)F (R)-3-(1-(7-(5-(difluoromethyl)-1H-pyrazol-4-yl)-4-oxoquinazolin-3(4H)-yl)ethyl)-N-((1-methylpiperidin-4-yl)methyl)benzamide